2-[3-[1,5-dimethyl-3-(trifluoromethyl)pyrazol-4-yl]pyrazolo[1,5-a]pyridin-5-yl]oxazole-4-carboxylic acid CN1N=C(C(=C1C)C=1C=NN2C1C=C(C=C2)C=2OC=C(N2)C(=O)O)C(F)(F)F